C1=CC=C(C=2SC3=C(C21)C=CC=C3)C3=CC(=CC(=C3)C3=CC=CC2=C3SC3=C2C=CC=C3)C3=CC=CC2=C3SC3=C2C=CC=C3 1,3,5-Tris(dibenzothiophen-4-yl)benzene